N-hydroxy{6-[(6-fluoro-quinolin-2-ylmethyl)-amino]-3-aza-bicyclo[3.1.0]hex-3-yl}pyrimidine-5-carboxamide ONC(=O)C=1C=NC(=NC1)N1CC2C(C2C1)NCC1=NC2=CC=C(C=C2C=C1)F